p-methylbenzyl-p-hydroxybenzoic acid CC1(CC(=C(C(=O)O)C=C1)CC1=CC=CC=C1)O